thiaane S1CCCCC1